(4-benzyloxy-3-methoxy-phenyl)boronic acid C(C1=CC=CC=C1)OC1=C(C=C(C=C1)B(O)O)OC